2-(1-(5-chloro-2-((6-methoxy-2-methyl-1,2,3,4-tetrahydroisoquinolin-7-yl)amino)pyrimidin-4-yl)-1H-indol-3-yl)acetic acid ClC=1C(=NC(=NC1)NC1=C(C=C2CCN(CC2=C1)C)OC)N1C=C(C2=CC=CC=C12)CC(=O)O